COC(CCC(=O)C1=CC2=CC=C(C(=C2C=C1)F)O)=O.COC=CC1(CC1)C1=CSC=C1 3-(1-(2-methoxyvinyl)cyclopropyl)thiophene methyl-4-(5-fluoro-6-hydroxynaphthalen-2-yl)-4-oxobutanoate